5-(((S)-1-((R)-2-hydroxy-3-oxo-3-(4-(5-(trifluoromethyl)pyrimidin-2-yl)piperazin-1-yl)propoxy)propan-2-yl)oxy)-4-(trifluoromethyl)pyridazin-3(2H)-one O[C@H](COC[C@H](C)OC1=C(C(NN=C1)=O)C(F)(F)F)C(N1CCN(CC1)C1=NC=C(C=N1)C(F)(F)F)=O